CN(C/C=C/C(=O)N1CCC(CC1)C=1SC(=CC1)C)C (e)-4-(dimethylamino)-1-(4-(5-methylthiophen-2-yl)piperidin-1-yl)but-2-en-1-one